3-Hydroxy-3-methyl-butyric acid OC(CC(=O)O)(C)C